2-((S)-1-((E)-4-methoxybut-2-enoyl)-4-(7-(8-methylnaphthalen-1-yl)-2-(((S)-1-methylpyrrolidin-2-yl)methoxy)-5,6,7,8-tetrahydropyrido[3,4-d]pyrimidin-4-yl)piperazin-2-yl)acetonitrile COC/C=C/C(=O)N1[C@H](CN(CC1)C=1C2=C(N=C(N1)OC[C@H]1N(CCC1)C)CN(CC2)C2=CC=CC1=CC=CC(=C21)C)CC#N